C(C)(C)(C)OC(=O)N1C(CCC1)C1=CC(=C(C=C1)C=1N=C2SC3=C(N2C1)C=C(C(=C3)C(=O)OC(C)(C)C)OC)F tert-butyl 2-(4-(1-(tert-butoxycarbonyl) pyrrolidin-2-yl)-2-fluorophenyl)-6-methoxybenzo[d]imidazo[2,1-b]thiazol-7-carboxylate